4-methylpyrazolo[1,5-a]pyridine-3-carboxylic acid CC=1C=2N(C=CC1)N=CC2C(=O)O